C(=O)(OC(C)(C)C)N1C(CN(CC1)C(=O)OC(C)(C)C)C(=O)O 1,4-bisBoc-2-piperazinecarboxylic acid